FC=1C(=C(C=CC1)NC1=C(NC2=C1C(NCC2)=O)C2=C(C=NC=C2)OC[C@@H]2NCCCC2)C 3-[(3-fluoro-2-methylphenyl)amino]-2-[3-[(2R)-piperidin-2-ylmethoxy]pyridin-4-yl]-1H,5H,6H,7H-pyrrolo[3,2-c]pyridin-4-one